COC=1C=C2CCN(CC2=CC1)C1=CC=C(N=N1)N(C1CCNCC1)C 6-(6-methoxy-3,4-dihydroisoquinolin-2(1H)-yl)-N-methyl-N-(piperidin-4-yl)-pyridazin-3-amine